6-((4-bromo-2-fluorophenyl)amino)-N-((2,2-dimethyl-1,3-dioxan-5-yl)oxy)-7-fluoro-2,3-dihydrobenzofuran-5-carboxamide BrC1=CC(=C(C=C1)NC1=C(C2=C(CCO2)C=C1C(=O)NOC1COC(OC1)(C)C)F)F